Cis-3-Hexenyl Isobutyrate C(C(C)C)(=O)OCC\C=C/CC